(S)-4-(2-methoxyethyl)-2-(methoxymethyl)-2-methyl-7-(benzenesulfonyl)-1,2,4,7-tetrahydro-3H-pyrrolo[3',2':5,6]pyrido[3,4-b]pyrazin-3-one COCCN1C2=C(N[C@@](C1=O)(C)COC)C1=C(N=C2)N(C=C1)S(=O)(=O)C1=CC=CC=C1